C(C)[C@]1(C(C(=C[C@@]2([C@@H]1CCC=1C(=NC(=NC21)C2=CC=NC1=CC=CC=C21)C2=C(C=CC=C2)F)C)C#N)=O)C (6aS,7R,10aR)-7-ethyl-4-(2-fluorophenyl)-7,10a-dimethyl-8-oxo-2-(quinolin-4-yl)-5,6,6a,7,8,10a-hexahydrobenzo[h]quinazoline-9-carbonitrile